S1C=2N(C=C1)C=C(N2)C(=O)OCC Ethyl imidazo[2,1-b]thiazole-6-carboxylate